COC1=C(C(=O)O)C(=CC(=C1)C1=CN=C2N1C=CC(=C2)C=2C=NN(C2)C)OC 2,6-dimethoxy-4-(7-(1-methyl-1H-pyrazol-4-yl)imidazo[1,2-a]pyridin-3-yl)benzoic acid